CN1N=CC=C1C1=NC=CC(=N1)N1CCC(CC1)C(=O)O 1-[2-(2-methylpyrazol-3-yl)pyrimidin-4-yl]piperidine-4-carboxylic acid